3-acetamido-N-cyanoethyl-N-acetoxyl-ethyl-aniline C(C)(=O)NC=1C(=C(N(OC(=O)C)CCC#N)C=CC1)CC